C1CCC2=C(C=3CCCC3C=C12)NC(=O)NS(=O)(=O)C1=CC=C(C=C1)CCC(=O)NCC#C 3-(4-(N-((1,2,3,5,6,7-Hexahydro-s-indacen-4-yl)carbamoyl)sulfamoyl)phenyl)-N-(prop-2-yn-1-yl)propanamide